(R)-N-(6-(3-(tert-butylamino)pyrrolidin-1-yl)pyridazin-3-yl)-7-ethoxy-2-methylimidazolo[1,2-a]pyridine-6-carboxamide C(C)(C)(C)N[C@H]1CN(CC1)C1=CC=C(N=N1)NC(=O)C=1C(=CC=2N(C1)C=C(N2)C)OCC